(3-(4-(2-mesityl-3-oxocycloprop-1-en-1-yl-1,2-13C2)-3,5-dimethylphenoxy)propyl)triphenylphosphonium bromide [Br-].C1(=C(C(=CC(=C1)C)C)[13C]1=[13C](C1=O)C1=C(C=C(OCCC[P+](C2=CC=CC=C2)(C2=CC=CC=C2)C2=CC=CC=C2)C=C1C)C)C